NC=1C=C(C=C(C1)C(F)F)C(C)NN1C=C(OC(C1)C)C 4-((1-(3-amino-5-(difluoromethyl)phenyl)ethyl)amino)-2,6-dimethyl-6H-[1,4]oxazine